7-methyl-3,7,11-triazaspiro[5.6]dodecan-12-one CN1C2(CCNCC2)C(NCCC1)=O